CC1C2(CC1C2)C(=O)O methyl-bicyclo[1.1.1]Pentane-1-carboxylic acid